[(1S,2R,4R)-4-[[5-[4-[(1R)-7-chloroisochroman-1-yl]-5-methyl-thiophene-2-carbonyl]pyrimidin-4-yl]amino]-2-(sulfamoyloxymethyl)cyclopentyl] (2S)-2-aminopropanoate N[C@H](C(=O)O[C@@H]1[C@H](C[C@H](C1)NC1=NC=NC=C1C(=O)C=1SC(=C(C1)[C@@H]1OCCC2=CC=C(C=C12)Cl)C)COS(N)(=O)=O)C